3,4-difluoro-N-[[1-[(1R,2S)-2-hydroxy-3-(hydroxyamino)-1-(2-naphthylmethyl)-3-oxo-propyl]triazol-4-yl]methyl]benzamide FC=1C=C(C(=O)NCC=2N=NN(C2)[C@@H]([C@@H](C(=O)NO)O)CC2=CC3=CC=CC=C3C=C2)C=CC1F